2-[3-[(5-bromo-1-[[2-(trimethylsilyl)ethoxy]methyl]pyrrolo[2,3-b]pyridine-6-yl)oxy]propyl]isoindole-1,3-dione BrC=1C=C2C(=NC1OCCCN1C(C3=CC=CC=C3C1=O)=O)N(C=C2)COCC[Si](C)(C)C